CC1(CCN(CC1)C=1OC2=C(C=C(C=C2C(C1)=O)C)[C@@H](C)NC=1N=CN(C1C(=O)O)C)C (R)-4-((1-(2-(4,4-dimethylpiperidin-1-yl)-6-methyl-4-oxo-4H-chromen-8-yl)ethyl)amino)-1-methyl-1H-imidazole-5-carboxylic acid